FC1=CC(=C2C(=CN(C2=C1)C)S(=O)(=O)C1=C(C=C(C=C1)N1C=NC(=C1)C)C)C 6-Fluoro-1,4-dimethyl-3-[2-methyl-4-(4-methylimidazol-1-yl)phenyl]sulfonyl-indole